COC1=C(CNC2=NC=C3N2C2=CC(=C(C=C2N=C3)C(F)(F)F)C(=O)O)C=CC(=C1)OC ((2,4-dimethoxybenzyl)amino)-7-trifluoromethylimidazo[1,5-a]quinoxaline-8-carboxylic acid